C(C1=C(C=CC=C1C1=CC=NC=C1)O)C1=C(C=CC=C1C1=CC=NC=C1)O 2,2'-methylenebis(3-(pyridin-4-yl)phenol)